[Si](C)(C)(C(C)(C)C)OC1CN(C1)CC(=O)O 2-(3-(tert-butyldimethylsilyloxy)azetidin-1-yl)acetic acid